FC1=CC(=CC2=C1N(C(O2)=O)CC2=CC=C(C=C2)OC)C 4-fluoro-3-(4-methoxybenzyl)-6-methylbenzo[d]oxazol-2(3H)-one